tert-butyl rac-(3S,4S)-3-[[3-cyano-5-fluoro-6-(7-methoxy-6-morpholino-imidazo[1,2-b]pyridazin-3-yl)-2-pyridyl]amino]-4-fluoro-piperidine-1-carboxylate C(#N)C=1C(=NC(=C(C1)F)C1=CN=C2N1N=C(C(=C2)OC)N2CCOCC2)N[C@H]2CN(CC[C@@H]2F)C(=O)OC(C)(C)C |r|